C[Sn](C=1SC(=CC1OC)[Sn](C)(C)C)(C)C 2,5-bis-(trimethylstannyl)-3-methoxythiophene